ClC=1C=CC(=NC1)NC([C@H](C)N1C[C@@H](CCC1)C1=CNC(C(=C1)C1CC1)=O)=O (S)-N-(5-chloropyridin-2-yl)-2-((S)-3-(5-cyclopropyl-6-oxo-1,6-dihydropyridin-3-yl)piperidin-1-yl)propanamide